FC1=C(C=C(C(=C1)F)CC1=NNC(C2=CC=CC=C12)=O)C1=CC2=C(NC(=N2)NC(OCC)=O)C=C1 Ethyl (5-(2,4-difluoro-5-((4-oxo-3,4-dihydrophthalazin-1-yl)methyl)phenyl)-1H-benzoimidazol-2-yl)carbamate